COC1=C(C=C2C(=CC=NC2=C1)NC1=CC(=CC(=C1)C1=CSC=C1)OC)C(=O)N 7-Methoxy-4-((3-Methoxy-5-(thiophen-3-yl)phenyl)amino)quinoline-6-carboxamide